COC(C(CCN1C[C@H](CCC1)C1CCN(CC1)C(=O)OC(C)(C)C)C)=O tert-butyl (3R)-1-(4-methoxy-3-methyl-4-oxobutyl)-[3,4'-bipiperidine]-1'-carboxylate